(S)-7-((4-acetyl-5-((2,4-dimethoxybenzyl)amino)-6-oxopyrimidin-1(6H)-yl)methyl)-4-(cyclopropylethynyl)-4-(trifluoromethyl)-3,4-dihydroquinazolin C(C)(=O)C=1N=CN(C(C1NCC1=C(C=C(C=C1)OC)OC)=O)CC1=CC=C2[C@](NC=NC2=C1)(C(F)(F)F)C#CC1CC1